rac-(5R,8R)-4-chloro-5-ethyl-8-{[tris(prop-2-yl)silyl]oxy}-5,6,7,8-tetrahydroquinoline ClC1=CC=NC=2[C@@H](CC[C@H](C12)CC)O[Si](C(C)C)(C(C)C)C(C)C |r|